vinyl-tertiary butyl-silane C(=C)[SiH2]C(C)(C)C